pentaerythritol tetra[beta-(3,5-di-tert-butyl 4-hydroxyphenyl) propionate] C(C)(C)(C)C=1C=C(C=C(C1O)C(C)(C)C)CCC(=O)OCC(COC(CCC1=CC(=C(C(=C1)C(C)(C)C)O)C(C)(C)C)=O)(COC(CCC1=CC(=C(C(=C1)C(C)(C)C)O)C(C)(C)C)=O)COC(CCC1=CC(=C(C(=C1)C(C)(C)C)O)C(C)(C)C)=O